C1(CC1)C=1C=C(C=CC1)C1=NC(=NC=C1F)N[C@@H]1CC[C@H](CC1)C(=O)N[C@@H]1CC[C@H](CC1)N1CCC(CC1)C1=C(C=C(C=C1)NC1C(NC(CC1)=O)=O)F trans-4-((4-(3-cyclopropylphenyl)-5-fluoropyrimidin-2-yl)amino)-N-(trans-4-(4-(4-((2,6-dioxopiperidin-3-yl)amino)-2-fluorophenyl)piperidin-1-yl)cyclohexyl)cyclohexane-1-carboxamide